C(#N)CN1N=CC(=C1)C1=CC2=C(N(C=N2)C2=CC(=C(C(=O)NCC)C(=C2)OC)OC)C=C1 4-[5-(1-(cyanomethyl)pyrazol-4-yl)benzimidazol-1-yl]-N-ethyl-2,6-dimethoxy-benzamide